2-(6,7-dihydro-5H-pyrrolo[1,2-c]imidazol-1-yl)-2-[4-fluoro-1-oxo-6-[1-(4-piperidinyl)pyrazol-4-yl]isoindolin-2-yl]-N-thiazol-2-yl-acetamide C1(=C2N(C=N1)CCC2)C(C(=O)NC=2SC=CN2)N2C(C1=CC(=CC(=C1C2)F)C=2C=NN(C2)C2CCNCC2)=O